N-(4-((7-cyano-1-methyl-2-((1-methyl-2-oxo-5-(trifluoromethyl)-1,2-dihydropyridin-3-yl)amino)-1H-imidazo[4,5-b]pyridin-6-yl)oxy)pyridin-2-yl)azetidine-1-carboxamide C(#N)C1=C2C(=NC=C1OC1=CC(=NC=C1)NC(=O)N1CCC1)N=C(N2C)NC=2C(N(C=C(C2)C(F)(F)F)C)=O